(cyclopentylamino)-2-methylsulfanyl-pyrimidine-5-carbaldehyde C1(CCCC1)NC1=NC(=NC=C1C=O)SC